C1(=CC=CC=C1)C1C[C@@H](CCC1)O (1R)-3-phenylcyclohexan-1-ol